C(C(C[NH3+])O)C(=O)[O-] The molecule is zwitterionic form of gamma-amino-beta-hydroxybutyric acid having an anionic carboxy group and a protonated amino group. It is a conjugate acid of a 4-amino-3-hydroxybutanoate. It is a tautomer of a gamma-amino-beta-hydroxybutyric acid.